6-(5-chloro-2-fluorophenyl)-3-[methyl-(oxolan-3-yl)amino]pyridazine-4-carboxylic acid trifluoroacetate salt FC(C(=O)O)(F)F.ClC=1C=CC(=C(C1)C1=CC(=C(N=N1)N(C1COCC1)C)C(=O)O)F